C(C1=CC=CC=C1)OC1=NC(=CC=C1C1OC(C(O1)(C)C)(C)C)OCC1=CC=CC=C1 2,6-bis(benzyloxy)-3-(4,4,5,5-tetramethyl-1,3-dioxolan-2-yl)pyridine